NC1=C2N=CN(C2=NC(=N1)Cl)[C@H]1C[C@@H]([C@@](O1)(C#C)COP(=O)(O)OP(=O)(O)OP(O)(O)=O)O ({[(2R,3S,5R)-5-(6-amino-2-chloropurin-9-yl)-2-ethynyl-3-hydroxyoxolan-2-yl]methoxy(hydroxy)phosphoryl}oxy(hydroxy)phosphoryl)oxyphosphonic acid